2-(2-amino-1,3-thiazole-4-yl)-N-[4-(2-{[(2R)-2-hydroxy-2-phenylethyl]amino}ethyl)phenyl]acetamide NC=1SC=C(N1)CC(=O)NC1=CC=C(C=C1)CCNC[C@@H](C1=CC=CC=C1)O